BrC[C@H]1C[C@H](C(N1)=O)C (3R,5R)-5-(bromomethyl)-3-methylpyrrolidin-2-one